NC1=C(C=C(C=C1)C=1C(=NOC1C)C)NC(=O)[C@H]1NC(CC1)=O (S)-N-(2-amino-5-(3,5-dimethylisoxazol-4-yl)phenyl)-5-oxopyrrolidine-2-carboxamide